S(=O)(=O)(C1=CC=CC=2C(N(C)C)=CC=CC12)NCCCCCN Monodansyl-Cadaverine